ClC1=C([C@H](C(=O)O)O)C=CC=C1 |r| racemic-o-chloromandelic acid